N(=O)O[N+](=O)[O-].[Ru+3] ruthenium(III) nitrosylnitrate